(racemic)-4-(2-chloro-3-(9-(3-chlorobenzyl)-6-(1-methylcyclopropoxy)-9H-purin-8-yl)phenoxy)-2,2-dimethylbutanoic acid ClC1=C(OCCC(C(=O)O)(C)C)C=CC=C1C=1N(C2=NC=NC(=C2N1)OC1(CC1)C)CC1=CC(=CC=C1)Cl